acryloxydodecyltriethoxysilane C(C=C)(=O)OCCCCCCCCCCCC[Si](OCC)(OCC)OCC